N1N=NN=C1C=1C=C(C=CC1)NC(=O)NC1=CC=C(C=C1)C#N 1-(3-(1H-tetrazol-5-yl)phenyl)-3-(4-cyanophenyl)urea